hydroxymethyl-ammonium chloride [Cl-].OC[NH3+]